FCCOC1=CC=C(C=N1)C=O 6-(2-fluoroethoxy)pyridine-3-carbaldehyde